6-(4-((4-(1H-pyrazol-4-yl)phenyl)amino)pyrimidin-2-yl)-N-methyl-N-(tetrahydro-2H-pyran-4-yl)-1H-indole-2-carboxamide N1N=CC(=C1)C1=CC=C(C=C1)NC1=NC(=NC=C1)C1=CC=C2C=C(NC2=C1)C(=O)N(C1CCOCC1)C